1,3-dihydroxy-2-methylnaphthalene OC1=C(C(=CC2=CC=CC=C12)O)C